N1=CC(=CC=C1)C=1C(=C(C(=CC1C)C)B(C1=C(C(=C(C=C1C)C)C=1C=NC=CC1)C)C1=C(C(=C(C=C1C)C)C=1C=NC=CC1)C)C tris[3-(3-pyridyl)-2,4,6-trimethylphenyl]borane